FC(C=1C=C2C=CCC2=CC1)(F)F 5-(Trifluoromethyl)-1H-indene